C(=O)(OC(C)(C)C)NC(CC)O Bocaminopropanol